CCCCCCCCCCCCCCCCCCCC(=O)OC[C@H](COP(=O)(O)OC[C@H](CO)O)OC(=O)CCCCCCCCCCCCCCCCCC 1-eicosanoyl-2-nonadecanoyl-glycero-3-phospho-(1'-sn-glycerol)